3-((2S)-3-(8-(4-(aminomethyl)phenylsulfonyl)-1-oxa-8-azaspiro[4.5]dec-3-ylamino)-2-hydroxypropoxy)-N,N-dimethylbenzenesulfonamide NCC1=CC=C(C=C1)S(=O)(=O)N1CCC2(CC(CO2)NC[C@@H](COC=2C=C(C=CC2)S(=O)(=O)N(C)C)O)CC1